NC([C@H](CO)NC(=O)C1=C(OC2=C1C=C(C=C2)O)C)=O (S)-N-(1-amino-3-hydroxy-1-oxopropan-2-yl)-5-hydroxy-2-methylbenzofuran-3-carboxamide